(dibenzo[b,D]thiophen-4-yl)boronic acid C1=CC=C(C=2SC3=C(C21)C=CC=C3)B(O)O